5-fluoro-3-((1-(2-(4-fluoro-2-(1H-pyrrol-3-yl)phenoxy)ethyl)piperidin-4-yl)methyl)-1H-indole FC=1C=C2C(=CNC2=CC1)CC1CCN(CC1)CCOC1=C(C=C(C=C1)F)C1=CNC=C1